C(CCCCCCC\C=C/CCCCCCCC)(=O)OC(C(CN(C)C)OC(CCCCCCC\C=C/CCCCCCCC)=O)=O 1,2-dioleoyloxy-keto-N,N-dimethyl-3-aminopropane